CC1(CC(CC(C1)C)C=CC(=O)O)C 3,3,5-trimethylcyclohexaneacrylic acid